O1C=CC2=C1C(=CC=C2)C(C(C2=CC(=NC(=C2)OC)OC(C)C)C=2C(=NC1=CC=C(C=C1C2)Br)OC)(CCN(C)C)O 2-(benzofuran-7-yl)-1-(6-bromo-2-methoxyquinolin-3-yl)-4-(dimethylamino)-1-(2-isopropoxy-6-methoxypyridin-4-yl)butan-2-ol